C(C)(C)(C)OC(=O)NC1(CC(C1)C(=O)OC(C)(C)C)C(C)O cis-tert-Butyl 3-(tert-butoxycarbonylamino)-3-(1-hydroxyethyl)cyclobutanecarboxylate